2-(3,4-bis(benzyloxy)phenyl)ethylamine hydrochloride Cl.C(C1=CC=CC=C1)OC=1C=C(C=CC1OCC1=CC=CC=C1)CCN